1,1,1,2-tetrachlorodisilane Cl[Si]([SiH2]Cl)(Cl)Cl